C(C(C)C)C1CC(C(CC1)C(=O)O)C(=O)O.[Li].[Li] dilithium 4-isobutyl-cyclohexane-1,2-dicarboxylic acid